2-(2-azidoethyl)propane-1,3-diol N(=[N+]=[N-])CCC(CO)CO